1-phenylethyl methacrylate C(C(=C)C)(=O)OC(C)C1=CC=CC=C1